2-amino-N-(2-cyclobutylethyl)-3-methyl-N-((5-(trifluoromethyl)-2-pyridinyl)methyl)-6-quinolinecarboxamide NC1=NC2=CC=C(C=C2C=C1C)C(=O)N(CC1=NC=C(C=C1)C(F)(F)F)CCC1CCC1